(R)-5,7-difluoro-1,2,3,4-tetrahydronaphthalene-2-amine FC1=C2CC[C@H](CC2=CC(=C1)F)N